5-bromo-2,3-difluoroaniline BrC=1C=C(C(=C(N)C1)F)F